OCCCCOP(=O)([O-])[O-].[NH4+].[NH4+] diammonium (4-hydroxybutyl)-phosphate